(S)-2-(4-chlorophenyl)-1-(4-((5R,7R)-7-hydroxy-5-methyl-6,7-dihydro-5H-cyclopenta[d]pyrimidin-4-yl)piperazin-1-yl)-3-(4-methoxycyclohexylamino)propan-1-one ClC1=CC=C(C=C1)[C@H](C(=O)N1CCN(CC1)C=1C2=C(N=CN1)[C@@H](C[C@H]2C)O)CNC2CCC(CC2)OC